COC1=C(NCC#CC=2N=C3N(C=CC=C3C=3NN=C4CN(CCC43)C)C2CC(F)(F)F)C=CC(=C1)S(=O)(=O)C 2-methoxy-N-(3-(8-(6-methyl-4,5,6,7-tetrahydro-2H-pyrazolo[3,4-c]pyridin-3-yl)-3-(2,2,2-trifluoroethyl)imidazo[1,2-a]pyridin-2-yl)prop-2-yn-1-yl)-4-(methylsulfonyl)aniline